5-(dimethylamino)quinoline-2-carboxylic acid CN(C1=C2C=CC(=NC2=CC=C1)C(=O)O)C